(2S,2'S)-4,4'-disulfanediylbis(2-((tert-butoxycarbonyl)amino)butanoic acid) S(SCC[C@@H](C(=O)O)NC(=O)OC(C)(C)C)CC[C@@H](C(=O)O)NC(=O)OC(C)(C)C